para-menthanol C1(CC(C(CC1)C(C)C)O)C